FC(C(CCCCCCC(=O)NC1=CC=CC=C1)=O)(F)F 9,9,9-TRIFLUORO-8-OXO-N-PHENYLNONANAMIDE